4-[2-methoxy-4-(trifluoromethyl)phenyl]-N-[(3R)-1-methyl-3-piperidinyl]furo[2,3-d]pyridazin-7-amine COC1=C(C=CC(=C1)C(F)(F)F)C1=C2C(=C(N=N1)N[C@H]1CN(CCC1)C)OC=C2